FC=1C=C(C(=O)NC2CCOCC2)C=C(C1)CN1C(C2=CC=C(C=C2C=C1)C=1C(=NNC1)C(F)(F)F)=O 3-Fluoro-5-((1-oxo-6-(3-(trifluoromethyl)-1H-pyrazol-4-yl)isoquinolin-2(1H)-yl)methyl)-N-(tetrahydro-2H-pyran-4-yl)benzamide